4-((5-(4,4-difluoropiperidine-1-carbonyl)pyridin-2-yl)(1-methylazetidin-3-yl)amino)benzonitrile FC1(CCN(CC1)C(=O)C=1C=CC(=NC1)N(C1=CC=C(C#N)C=C1)C1CN(C1)C)F